BrC1=CC(=NC=C1C(F)F)C 4-bromo-5-(difluoromethyl)-2-methylpyridine